ClC=1C(=NC(=NC1)NC1=C(C=C(C(=C1)Cl)N1CCC(CC1)N1CCN(CC1)C)OC)NC1=C(C=CC(=C1)Cl)C1=CN=NN1 5-chloro-N4-(5-chloro-2-(1H-1,2,3-triazol-5-yl)phenyl)-N2-(5-chloro-2-methoxy-4-(4-(4-methylpiperazin-1-yl)piperidin-1-yl)phenyl)pyrimidine-2,4-diamine